ethyl 1-methyl-3-(5-(trimethylsilyl)isoxazol-3-yl)-1H-pyrazole-5-carboxylate CN1N=C(C=C1C(=O)OCC)C1=NOC(=C1)[Si](C)(C)C